COC=1N=C(C(=NC1)C(=O)O)C(F)(F)F 5-methoxy-3-(trifluoromethyl)pyrazine-2-carboxylic acid